NCCCN(C)CCCN bis-(3-aminopropyl)-N-methylamine